C1=CC=C2C(=C1)C3=NC4=NC(=NC5=C6C=CC=CC6=C([N-]5)N=C7C8=CC=CC=C8C(=N7)N=C2[N-]3)C9=CC=CC=C94.[Mg+2] Magnesium Phthalocyanine